7-{2-methoxy-5-[(1S,2S,6R,8S)-2,6,9,9-tetramethyl-3,5-dioxa-4-boratricyclo[6.1.1.02,6]decan-4-yl]phenyl}cinnolin-4-amine COC1=C(C=C(C=C1)B1O[C@]2([C@@H]3C([C@H](C[C@]2(O1)C)C3)(C)C)C)C3=CC=C1C(=CN=NC1=C3)N